ClC=1C=NC(=C(C(=O)N)C1)S(N[C@@H]([C@H](C)C1=C(C(=CC=C1F)C)C)C=1OC(NN1)=O)(=O)=O 5-chloro-2-(N-((1S,2R)-2-(6-fluoro-2,3-dimethylphenyl)-1-(5-oxo-4,5-dihydro-1,3,4-Oxadiazol-2-yl)propyl)sulfamoyl)nicotinamide